2'-amino-5'-bromo-[2,3'-bipyridine]-5-carboxylic acid NC1=NC=C(C=C1C1=NC=C(C=C1)C(=O)O)Br